N1(CCCC1)CCCNC(=O)C1CNCCC1 N-(3-(pyrrolidin-1-yl)propyl)piperidine-3-carboxamide